potassium [(allyloxy)methyl]trifluoroborate C(C=C)OC[B-](F)(F)F.[K+]